5-cyano-N-(3,5-difluoro-4-(2-methyl-3-oxoisoindolin-5-yl)phenyl)-2-(methylsulfonyl)benzamide C(#N)C=1C=CC(=C(C(=O)NC2=CC(=C(C(=C2)F)C=2C=C3C(N(CC3=CC2)C)=O)F)C1)S(=O)(=O)C